Oct-2-ylzinc (II) bromide [Br-].CC(CCCCCC)[Zn+]